1-(2-(dimethylamino)ethyl) 3,5-di((9Z,12Z)-octadeca-9,12-dien-1-yl) benzene-1,3,5-tricarboxylate C1(=CC(=CC(=C1)C(=O)OCCCCCCCC\C=C/C\C=C/CCCCC)C(=O)OCCCCCCCC\C=C/C\C=C/CCCCC)C(=O)OCCN(C)C